di-(ethoxyethyl)amine C(C)OCCNCCOCC